ClC=1N=C(SC1)C=1N=NN(C1)[C@@H]1[C@H]([C@@H](SC=2C(=NC=C(C2)C)C#N)O[C@@H]([C@@H]1O)CO)OC 2-Cyano-5-methylpyridin-3-yl 3-[4-(4-chlorothiazol-2-yl)-1H-1,2,3-triazol-1-yl]-3-deoxy-2-O-methyl-1-thio-α-D-galactopyranoside